4-(8-((2-cyclopropyl-5-ethoxy-4'-fluoro-[1,1'-biphenyl]-4-yl)methyl)-2-oxo-1-oxa-3,8-diazaspiro[4.5]decan-3-yl)-N-(2-(2-(2-hydroxyethoxy)ethoxy)ethyl)benzenesulfonamide C1(CC1)C1=C(C=C(C(=C1)CN1CCC2(CN(C(O2)=O)C2=CC=C(C=C2)S(=O)(=O)NCCOCCOCCO)CC1)OCC)C1=CC=C(C=C1)F